Cl.Cl.C1(CC1)N1N=CC(=C1)N 1-cyclopropylpyrazol-4-amine dihydrochloride